4-bromo-2-{[2-(trimethylsilyl)ethoxy]methyl}-2,6-dihydro-7H-pyrazolo[3,4-c]pyridin-7-one BrC=1C=2C(C(NC1)=O)=NN(C2)COCC[Si](C)(C)C